COC=1C=C(C=C2C(=NC=NC12)NC(C)C1=NC(=NO1)C)C1=NC=C(C=N1)C 8-Methoxy-N-[1-(3-methyl-1,2,4-oxadiazol-5-yl)ethyl]-6-(5-methylpyrimidin-2-yl)quinazolin-4-amine